FC=1C=C(C=NC1)C1CC=NN1C(=O)C12CC(C1)(C2)CN2N=C1C=CC(=CC1=C2C)C#N 2-((3-(5-(5-fluoropyridin-3-yl)-4,5-dihydro-1H-pyrazole-1-carbonyl)bicyclo[1.1.1]-pentan-1-yl)methyl)-3-methyl-2H-indazole-5-carbonitrile